C(C)(C)(C)C1=C(C(=C(CN2CN(CN(C2)CC2=C(C(=C(C(=C2)CC)C(C)(C)C)O)C)CC2=C(C(=C(C(=C2)CC)C(C)(C)C)O)C)C=C1CC)C)O 1,3,5-tris(4-t-butyl-5-ethyl-3-hydroxy-2-methylbenzyl)-1,3,5-triazine